C(C)C1=NN=C(S1)NC(CSC=1NC(C2=C(N1)N(N=C2)C2=CC=CC=C2)=O)=O (s)-N-(5-ethyl-1,3,4-thiadiazol-2-yl)-2-((4-oxo-1-phenyl-4,5-dihydro-1H-pyrazolo[3,4-d]pyrimidin-6-yl)thio)acetamide